BrC=1C=C2C(=NC1)NC(N2CC(CC)O)=O 6-bromo-1-(2-hydroxybutyl)-1H-imidazo[4,5-b]pyridin-2(3H)-one